4-[(2-fluoro-6-methoxyphenyl)methyl]-N-{[4-(furan-2-yl)phenyl]methyl}-6-methyl-1-(2-methylpropanoyl)piperazine-2-carboxamide FC1=C(C(=CC=C1)OC)CN1CC(N(C(C1)C)C(C(C)C)=O)C(=O)NCC1=CC=C(C=C1)C=1OC=CC1